2-imino-3-(5-methyl-2-((2,2,2-trichloroethoxy)methyl)phenyl)thiazolidin-4-one N=C1SCC(N1C1=C(C=CC(=C1)C)COCC(Cl)(Cl)Cl)=O